4-(5-Methoxy-2,3-dihydro-1H-isoindol-2-yl)pyridine-3-carbonitrile COC=1C=C2CN(CC2=CC1)C1=C(C=NC=C1)C#N